4-{4-[(2-Bromo-4,5-dimethoxyphenyl)methoxy]-3-methoxyphenyl}-2H,6H,7H-pyrazolo[3,4-b]pyridin-6-one BrC1=C(C=C(C(=C1)OC)OC)COC1=C(C=C(C=C1)C=1C=2C(NC(C1)=O)=NNC2)OC